[Si](C)(C)(C(C)(C)C)OC(CN1C(=NC(=C1)C(=C)C)COCC)(C)C 1-{2-[(tert-butyldimethylsilyl)oxy]-2-methylpropyl}-2-(ethoxymethyl)-4-(prop-1-en-2-yl)-1H-imidazole